O=C(C(=O)[O-])C(C)C 2-oxoisopentanoate